2',4',5,7-tetrahydroxyisoflavone OC1=C(C2=COC3=CC(=CC(=C3C2=O)O)O)C=CC(=C1)O